(4r,5r)-2-(imidazo[1,2-a]pyridin-2-yl)-4,5-diphenyl-4,5-dihydro-oxazole N=1C(=CN2C1C=CC=C2)C=2O[C@@H]([C@H](N2)C2=CC=CC=C2)C2=CC=CC=C2